tert-butyl ((2-(cyclopropanesulfonamido)pyrimidin-4-yl)methyl)carbamate C1(CC1)S(=O)(=O)NC1=NC=CC(=N1)CNC(OC(C)(C)C)=O